N-cyclohexyl-3-(pyridin-4-yl)-1H-indazole-5-carboxamide C1(CCCCC1)NC(=O)C=1C=C2C(=NNC2=CC1)C1=CC=NC=C1